Tert-butyl (2R)-2-(cyanomethyl)morpholine-4-carboxylate C(#N)C[C@@H]1CN(CCO1)C(=O)OC(C)(C)C